NCCNC(CCCCCOC1=CC2=C(N=C(O2)/C=C/C2=CCN(C=C2)CCCS(=O)(=O)[O-])C=C1)=O 3-[4-[(E)-2-[6-[6-(2-aminoethylamino)-6-oxohexoxy]-1,3-benzoxazol-2-yl]vinyl]-1-pyridyl]propan-1-sulfonat